C1(CC1)C1=C(C=C(C(=O)N)C=C1)OCC(F)(F)F 4-cyclopropyl-3-(2,2,2-trifluoro-ethoxy)-benzamide